(1R,3S)-3-(3-{[(1-methyl-1H-imidazol-5-yl)carbonyl]amino}-1H-pyrazol-5-yl)cyclopentyl (2S)-butan-2-ylcarbamate C[C@@H](CC)NC(O[C@H]1C[C@H](CC1)C1=CC(=NN1)NC(=O)C1=CN=CN1C)=O